5-((4-((4'-chloro-[1,1'-biphenyl]-3-yl)methyl)piperazin-1-yl)methyl)-2-(2,6-dioxopiperidin-3-yl)isoindoline-1,3-dione ClC1=CC=C(C=C1)C1=CC(=CC=C1)CN1CCN(CC1)CC=1C=C2C(N(C(C2=CC1)=O)C1C(NC(CC1)=O)=O)=O